ethyl 1-(2-fluoro-6-methoxy-3-nitrophenyl)-1H-pyrazole-4-carboxylate FC1=C(C(=CC=C1[N+](=O)[O-])OC)N1N=CC(=C1)C(=O)OCC